Phenylzinc bromide [Br-].C1(=CC=CC=C1)[Zn+]